ethyl 2-(4-tert-butylphenyl)-4-ethyl-6-methyl-pyrimidine-5-carboxylate C(C)(C)(C)C1=CC=C(C=C1)C1=NC(=C(C(=N1)CC)C(=O)OCC)C